C(C)C1=C(C2=CC=CC=C2C=C1)OC ethyl-methoxynaphthalene